NC=1C(=NC=C(C1C)N1CC=2N=C(N=CC2CC1)NC1=CC=C(C=C1)CS(=O)(=O)C)O 3-amino-5-(2-{[4-(methanesulfonylmethyl)Phenyl]amino}-5H,6H,7H,8H-pyrido[3,4-d]pyrimidin-7-yl)-4-methylpyridin-2-ol